7-(5-{7-[(2R)-2-Methylpyrrolidin-1-yl]-6,7,8,9-tetrahydro-5H-benzo[7]annulen-2-yl}-1H-pyrazolo[3,4-b]pyridin-3-yl)-3,4-dihydro-2H-5,1λ6,2-benzoxathiazepine-1,1-dione C[C@H]1N(CCC1)C1CCC2=C(CC1)C=C(C=C2)C=2C=C1C(=NC2)NN=C1C=1C=CC2=C(OCCNS2(=O)=O)C1